(1S)-1-[1,4-dioxan-2-yl]ethan-1-ol O1C(COCC1)[C@H](C)O